cyclohexyl-(4-methylpiperazin-1-yl)acetic acid C1(CCCCC1)C(C(=O)O)N1CCN(CC1)C